C(#N)N[C@@H]1C[C@H](CCC1)C(=O)NC=1SC(=CN1)C1CCCCC1 (1S,3S)-3-(cyanoamino)-N-(5-cyclohexyl-1,3-thiazol-2-yl)cyclohexane-1-carboxamide